6-((3-(methoxymethoxy)-6-(trifluoromethyl)naphthalen-1-yl)thio)hexane-1-ol tert-butyl-4-{6-[butyl(methyl)amino]-2-chloropyrimidin-4-yl}piperazine-1-carboxylate C(C)(C)(C)C1N(CCN(C1)C1=NC(=NC(=C1)N(C)CCCC)Cl)C(=O)OCCCCCCSC1=CC(=CC2=CC(=CC=C12)C(F)(F)F)OCOC